octadecyl-3,4-epoxycyclohexylcarboxylate C(CCCCCCCCCCCCCCCCC)OC(=O)C1CC2C(CC1)O2